(1-Benzoylazetidin-3-yl)-1-(2-(2-methoxyphenyl)-2-((tetrahydro-2H-pyran-4-yl)oxy)ethyl)-5-methyl-6-(oxazol-2-yl)thieno[2,3-d]pyrimidine-2,4(1H,3H)-dione C(C1=CC=CC=C1)(=O)N1CC(C1)N1C(N(C2=C(C1=O)C(=C(S2)C=2OC=CN2)C)CC(OC2CCOCC2)C2=C(C=CC=C2)OC)=O